zinc hexoxide [O-]OOOO[O-].[Zn+2]